C(C)(C)(C)C(N(C(=O)OCCCN1[C@H]2CO[C@@H](C1)C2)C2=C(C=C(C=C2)[N+](=O)[O-])Br)C2=CC=C(C=C2)C(F)(F)F 3-((1r,4r)-2-oxa-5-azabicyclo[2.2.1]heptan-5-yl)propan-1-ol tert-butyl-N-(2-bromo-4-nitro-phenyl)-N-[[4-(trifluoromethyl)phenyl]methyl]carbamate